[Cl-].C[N+]1=CN(C=C1)C=C 3-Methyl-1-Vinylimidazolium Chlorid